tert-butyl (6-(3,3-difluorocyclobutyl)pyridin-3-yl)carbamate FC1(CC(C1)C1=CC=C(C=N1)NC(OC(C)(C)C)=O)F